P(=O)(O)(O)[O-].[Na+].[Na+].N1CCCCCC1.P(=O)(O)(O)[O-] azepane disodium dihydrogen phosphate